BrC=1C=C(C(=C(C1)NC(OC(C)(C)C)=O)F)OC tert-butyl (5-bromo-2-fluoro-3-methoxyphenyl)carbamate